bromo-benzo[B]naphtho[2,3-D]furan BrC1=CC=CC=2OC3=C(C21)C=C2C=CC=CC2=C3